CN([C@@H]1C(C(=C([C@]2(C(C3=C(C4=C(C=CC(=C4C[C@H]3C[C@@H]12)CN(C)OC)O)O)=O)O)O)C(=O)N)=O)C (4S,4aS,5aR,12aR)-4-(dimethylamino)-1,10,11,12a-tetrahydroxy-7-[[methoxy(methyl)amino]methyl]-3,12-dioxo-4a,5,5a,6-tetrahydro-4H-tetracene-2-carboxamide